6-bromo-N-(1,3-dimethyl-1H-pyrazol-5-yl)-8,9-dihydroimidazo[1',2':1,6]pyrido[2,3-d]pyrimidin-2-amine BrC1=CC2=C(N=C(N=C2)NC2=CC(=NN2C)C)N2C1=NCC2